C(C)(=O)NC=1C=2N(C=C(C1)C(=O)N(C)C1=CC(=C(C=C1)F)OC)C(=CN2)I 8-acetamido-N-(4-fluoro-3-methoxy-phenyl)-3-iodo-N-methyl-imidazo[1,2-a]pyridine-6-carboxamide